1-(2-bromo-5-fluorophenyl)thiourea BrC1=C(C=C(C=C1)F)NC(=S)N